C(#N)C=1N=C2N(C(=NC=C2C=2C(N(C=CC2)C)=O)N(C(OC(C)(C)C)=O)CC2=C(C=CC3=C2CCO3)F)C1 tert-butyl (2-cyano-8-(1-methyl-2-oxo-1,2-dihydropyridin-3-yl)imidazo[1,2-c]pyrimidin-5-yl)((5-fluoro-2,3-dihydrobenzofuran-4-yl)methyl)carbamate